NC1=NC(=NN2C1=NC=C2CC=2C=CC(=NC2)N(CCN(C)C)C)OCCCC N1-(5-((4-Amino-2-butoxyimidazo[2,1-f][1,2,4]triazin-7-yl)methyl)pyridin-2-yl)-N1,N2,N2-trimethylethan-1,2-diamin